CN1N=C(C2=CC=C(C=C12)C1CCN(CC1)[C@H](C)C1CCNCC1)C1C(NC(CC1)=O)=O 3-(1-methyl-6-(1-((R)-1-(piperidin-4-yl)ethyl)piperidin-4-yl)-1H-indazol-3-yl)piperidine-2,6-dione